(4-((1-(3-amino-5-(trifluoromethyl)phenyl)ethyl)amino)-6-methoxy-2-methylquinazolin-7-yl)(azetidine-1-yl)methanone NC=1C=C(C=C(C1)C(F)(F)F)C(C)NC1=NC(=NC2=CC(=C(C=C12)OC)C(=O)N1CCC1)C